Diethyl ({[5-(2,3-dichlorophenyl)pyridazin-4-yl]amino}methylene)malonate ClC1=C(C=CC=C1Cl)C=1C(=CN=NC1)NC=C(C(=O)OCC)C(=O)OCC